IC=1C=2N(C(=NC1)C1CCC3(CCCC3(N)C)CC1)C=CN2 8-(8-iodoimidazo[1,2-c]pyrimidin-5-yl)-1-methyl-spiro[4.5]decan-1-amine